5-methyl-N4-butyryl-cytidine triphosphate P(O)(=O)(OP(=O)(O)OP(=O)(O)O)OC[C@@H]1[C@H]([C@H]([C@@H](O1)N1C(=O)N=C(NC(CCC)=O)C(=C1)C)O)O